N-(1-(methyl-d3)-3-((tetrahydrofuran-3-yl)oxy)-1H-pyrazol-4-yl)formamide C(N1N=C(C(=C1)NC=O)OC1COCC1)([2H])([2H])[2H]